(5R,8S)-N-(4,5-dichloro-2-methylphenyl)-1-fluoro-6,7,8,9-tetrahydro-5H-5,8-epiminocyclohepta[c]pyridine-10-carboxamide ClC1=CC(=C(C=C1Cl)NC(=O)N1[C@@H]2CC[C@H]1CC=1C(=NC=CC12)F)C